(S)-3-((2-amino-4-bromophenyl)amino)-2-((tert-butoxycarbonyl)amino)propanoic acid NC1=C(C=CC(=C1)Br)NC[C@@H](C(=O)O)NC(=O)OC(C)(C)C